CS(=O)(=O)N1CCN(CC1)C12CC(C1)(C2)C(=O)O 3-(4-(methylsulfonyl)piperazin-1-yl)bicyclo[1.1.1]pentane-1-carboxylic acid